Cyclobutyl ((((2R,3S,4R,5R)-5-(4-aminopyrrolo[2,1-f][1,2,4]triazin-7-yl)-5-cyano-3,4-dihydroxytetrahydrofuran-2-yl)methoxy)(4-(tert-butyl)phenoxy)phosphoryl)-L-alaninate NC1=NC=NN2C1=CC=C2[C@]2([C@@H]([C@@H]([C@H](O2)COP(=O)(OC2=CC=C(C=C2)C(C)(C)C)N[C@@H](C)C(=O)OC2CCC2)O)O)C#N